2-(bis(4-fluorophenyl)methyl)-N-(4-chlorophenyl)morpholine-4-sulfonamide FC1=CC=C(C=C1)C(C1CN(CCO1)S(=O)(=O)NC1=CC=C(C=C1)Cl)C1=CC=C(C=C1)F